ClC=1CC(C(CC1)C(=O)OCC)C(=O)OCC Diethyl 4-chloro-4-cyclohexene-1,2-dicarboxylate